heptacosanedioic acid C(CCCCCCCCCCCCCCCCCCCCCCCCCC(=O)O)(=O)O